COC[C@H]1[C@@H](CN(C1)CC1=CC2=C(N=C(N=C2)C2CCOCC2)N=C1)OC=1C=C2CN(C(C2=CC1)=O)[C@@H]1C(NC(CC1)=O)=O (3S)-3-(5-{[(3S,4S)-4-(methoxymethyl)-1-{[2-(oxan-4-yl)pyrido[2,3-d]pyrimidin-6-yl]methyl}pyrrolidin-3-yl]oxy}-1-oxo-2,3-dihydro-1H-isoindol-2-yl)piperidine-2,6-dione